(R or S)-N-((5-chloro-6-((3-methylisoxazol-5-yl)methoxy)-1H-indol-2-yl)methyl)-2-cyanopropanamide ClC=1C=C2C=C(NC2=CC1OCC1=CC(=NO1)C)CNC([C@H](C)C#N)=O |o1:21|